1-methyl-6-[(2S)-2-methylpiperazin-1-yl]indazole CN1N=CC2=CC=C(C=C12)N1[C@H](CNCC1)C